NC(C(=O)O)C(C)C1=CC=C(C=C1)O amino-3-(4-hydroxyphenyl)butyric acid